C(C1=CN=CC=C1)(=O)OCCOCCCC Beta-butoxyethyl nicotinate